3,3-difluoro-1-(methoxy-methyl)cyclobutan-1-amine FC1(CC(C1)(N)COC)F